benzyl-1-imidazolecarbodithioate C(C1=CC=CC=C1)SC(=S)N1C=NC=C1